3,3'-dimethoxy-biphenyl-diamine COC1(C(C(=CC=C1)C1=CC(=CC=C1)OC)N)N